heptazapentacyclo[15.6.1.12,6.18,11.020,24]hexacosa-1(23),2,4,6(26),17(24),19,21-heptaen C=12C3=NN=NC(NN4NNC(CCCCCC=5CC=C(C=CC1)C25)C4)=C3